2,4,6-trimethyl-4,6-dimethoxycarbonyl-tridecanedioic acid CC(C(=O)O)CC(CC(CCCCCCC(=O)O)(C(=O)OC)C)(C(=O)OC)C